2-Chloro-4-(4-fluorophenyl-2,3,5,6-d4)thiazole-5-carbonitrile ClC=1SC(=C(N1)C1=C(C(=C(C(=C1[2H])[2H])F)[2H])[2H])C#N